C(C)(C)(C)C1=NN(C(=C1)C(=O)O)C1COC1 3-(tert-butyl)-1-(oxetan-3-yl)-1H-pyrazole-5-carboxylic acid